COC1CN(C1)CC1=CC=C(C=C1)[C@H]1COC=2C(=NC=CC2)O1 (3S)-3-{4-[(3-methoxyazetidin-1-yl)methyl]phenyl}-2,3-dihydro[1,4]dioxino[2,3-b]pyridine